F[C@@H]1C[C@@H]2N(C=3N=CC(=CC13)C(F)(F)F)CCNC2 (5R,6aS)-5-fluoro-3-(trifluoromethyl)-5,6,6a,7,9,10-hexahydro-8H-pyrazino[1,2-a][1,8]naphthyridin